4-isopropyl-6-phenyl-1,3,5-triazine-2,4-diamine C(C)(C)C1(NC(=NC(=N1)C1=CC=CC=C1)N)N